C1(=CC=CC=C1)NCCC[Si](OCC)(OCC)OCC 3-(phenylamino)propyltriethoxysilane